CC=1C2=C(C=3N(C1C)N=CC3)CN(C2)C(CC2CN(C2)C2=CC(=NC=C2)C(F)(F)F)=O 1-(4,5-dimethyl-2,3-dihydro-1H-pyrrolo[4,3-c]pyrazolo[1,5-a]pyridin-2-yl)-2-{1-[2-(trifluoromethyl)pyridin-4-yl]azetidin-3-yl}ethan-1-one